methyl 4-bromo-5-(chlorosulfonyl)-2-fluorobenzoate BrC1=CC(=C(C(=O)OC)C=C1S(=O)(=O)Cl)F